3-(Cyclopentylthio)pyridine-2-carbonitrile C1(CCCC1)SC=1C(=NC=CC1)C#N